1-(2,2,2-trifluoroethyl)piperidin-3-ol FC(CN1CC(CCC1)O)(F)F